4-(2-Bromoethoxy)phenethylcarbamic acid tert-butyl ester C(C)(C)(C)OC(NCCC1=CC=C(C=C1)OCCBr)=O